C(C)(C)(C)OC(=O)N1[C@@H](CN(C[C@@H]1C)C1=CC=C(C2=C1N=NN2C)C(=O)O)C 7-[(3R,5S)-4-tert-butoxycarbonyl-3,5-dimethyl-piperazin-1-yl]-3-methyl-benzotriazole-4-carboxylic acid